methylene-bis(6-tert-butyl-p-cresol) C(C1=CC(=CC(=C1O)C(C)(C)C)C)C1=CC(=CC(=C1O)C(C)(C)C)C